ClC1=C(C=CC=C1Cl)N 2,3-dichlorophenylamine